(5aR,5bS,7aS,10aS,10bR,E)-8-hydrazineylidene-5a,7a-dimethyl-N-phenethyl-5,5a,5b,6,7,7a,8,9,10,10a,10b,11-dodecahydro-4H-cyclopenta[7,8]phenanthro[2,1-d]thiazol-2-amine N(/N)=C\1/CC[C@@H]2[C@@]1(CC[C@@H]1[C@]3(CCC=4N=C(SC4C3=CC[C@@H]21)NCCC2=CC=CC=C2)C)C